3,5-ditrifluoromethyl-1H-pyrazole FC(C1=NNC(=C1)C(F)(F)F)(F)F